CC=1C(=C2CCCC2=CC1C(F)(F)F)NC(O)=O.CN1CCC(CC1)C(=O)NC=1SC2=C(N1)C=CC(=C2)N(S(=O)(=O)C=2C=NC=CC2)S(=O)(=O)C=2C=NC=CC2 1-methyl-N-(6-(N-(pyridin-3-ylsulfonyl)pyridine-3-sulfonylamino)benzo[d]thiazol-2-yl)piperidine-4-carboxamide (5-methyl-6-(trifluoromethyl)-2,3-dihydro-1H-inden-4-yl)carbamate